Tert-butyl N-[4-[[4-[1-(2,6-dioxo-3-piperidyl)-3-methyl-2-oxo-benzimidazol-5-yl]-1-piperidyl] methyl]phenyl]carbamate O=C1NC(CCC1N1C(N(C2=C1C=CC(=C2)C2CCN(CC2)CC2=CC=C(C=C2)NC(OC(C)(C)C)=O)C)=O)=O